methyl N-[4-carbamoyl-1-[4-(cyanomethyl)-1-[(2,6-difluoro-3-hydroxy-4-phenyl-phenyl)methyl]-3-fluoro-4-piperidyl]pyrazol-3-yl]carbamate C(N)(=O)C=1C(=NN(C1)C1(C(CN(CC1)CC1=C(C(=C(C=C1F)C1=CC=CC=C1)O)F)F)CC#N)NC(OC)=O